((1-(1-(2,4-bis(trifluoromethyl)phenyl)ethyl)-1H-pyrazol-4-yl)ethynyl)-5-(pyrazin-2-yl)-1,3,4-thiadiazole FC(C1=C(C=CC(=C1)C(F)(F)F)C(C)N1N=CC(=C1)C#CC=1SC(=NN1)C1=NC=CN=C1)(F)F